OC(C)(C)C1=C(C=C2C=NN(C2=C1)C1CCC(CC1)C(=O)OCC)NC(=O)C1=NC(=CC=C1)C(F)(F)F ethyl 4-[6-(1-hydroxy-1-methyl-ethyl)-5-[[6-(trifluoromethyl)pyridine-2-carbonyl]amino]indazol-1-yl]cyclohexanecarboxylate